tert-butyl 4-((2-(4-((fluorosulfonyl)oxy)phenyl)-7-phenylimidazo[1,2-a]pyridin-3-yl)amino)benzoate FS(=O)(=O)OC1=CC=C(C=C1)C=1N=C2N(C=CC(=C2)C2=CC=CC=C2)C1NC1=CC=C(C(=O)OC(C)(C)C)C=C1